C1=CC=CC=2C3=CC=CC=C3C(C12)COC(=O)NC(C(=O)O)CC1=CC(=C(C=C1)OC)C(NC)=O 2-((((9H-Fluoren-9-yl)methoxy)carbonyl)amino)-3-(4-methoxy-3-(methylcarbamoyl)phenyl)propanoic acid